ClC1=C(C(=CC=C1F)F)C(C)OC=1C(=NC=C(C1)OCCC1CCCCC1)N 3-[1-(2-chloro-3,6-difluoro-phenyl)-ethoxy]-5-(2-cyclohexyl-ethoxy)-pyridin-2-ylamine